methyl-4-phenyl-1H-indene CC1C=CC2=C(C=CC=C12)C1=CC=CC=C1